4-(4-fluoro-3-(piperazine-1-carbonyl)benzyl)phthalazine FC1=C(C=C(CC2=NN=CC3=CC=CC=C23)C=C1)C(=O)N1CCNCC1